4-ethyl-1H-indol-5-ol C(C)C1=C2C=CNC2=CC=C1O